FC(C(=O)O)(F)F.O=C1NC(CCC1NC1=CC=C(C=C1)C1CCN(CC1)CC(=O)O)=O 2-[4-[4-[(2,6-dioxo-3-piperidyl)amino]phenyl]-1-piperidyl]acetic acid trifluoroacetate salt